NC(C(S(=O)(=O)C)C1=CC=C(O1)C(=O)OC)=O methyl 5-(2-amino-1-methylsulfonyl-2-oxo-ethyl)furan-2-carboxylate